acryloyloxybutyl-trimellitic acid C(C=C)(=O)OCCCCC1=C(C(C(=O)O)=CC=C1C(=O)O)C(=O)O